6-(3-chloro-6-(difluoromethyl)-2-fluorophenyl)-3-methyl-N-(1-((4-methyl-2-((1r,5s)-2-oxo-3-azabicyclo[3.1.0]hex-3-yl)pyrimidin-5-yl)methyl)-1H-1,2,3-triazol-4-yl)pyrazine-2-carboxamide ClC=1C(=C(C(=CC1)C(F)F)C1=CN=C(C(=N1)C(=O)NC=1N=NN(C1)CC=1C(=NC(=NC1)N1C([C@@H]2C[C@@H]2C1)=O)C)C)F